2-Methylsulfonyl-1-[6-[(5S or R)-5-[3-chloro-2-fluoro-5-(trifluoromethyl)phenyl]-5-(trifluoromethyl)-4H-isoxazol-3-yl]spiro[1H-isobenzofuran-3,3'-azetidine]-1'-yl]ethanone CS(=O)(=O)CC(=O)N1CC2(C1)OCC1=CC(=CC=C12)C1=NO[C@](C1)(C(F)(F)F)C1=C(C(=CC(=C1)C(F)(F)F)Cl)F |o1:22|